4-(3-methoxy-4-methylphenyl)-4'-octylbiphenyl COC=1C=C(C=CC1C)C1=CC=C(C=C1)C1=CC=C(C=C1)CCCCCCCC